ClC1=CC=C(C=C1)[C@@]1(N(C(C2=CC(=CC=C12)C(C)(C)O)=O)CC1=CC=C(C=C1)Cl)OCC1C(CC1)CO (3R)-3-(4-Chlorophenyl)-2-[(4-chlorophenyl)methyl]-3-{[2-(hydroxymethyl)cyclobutyl]methoxy}-6-(2-hydroxypropan-2-yl)-2,3-dihydro-1H-isoindol-1-on